4-amino-3-(aminomethyl)pyridine tert-butyl-(R,E)-5-bromo-3-(3-((1-(3,4-dimethoxyphenyl)ethyl)amino)-3-oxoprop-1-en-1-yl)-1H-pyrrolo[2,3-b]pyridine-1-carboxylate C(C)(C)(C)OC(=O)N1C=C(C=2C1=NC=C(C2)Br)\C=C\C(=O)N[C@H](C)C2=CC(=C(C=C2)OC)OC.NC2=C(C=NC=C2)CN